ClC1=CC=C(N=N1)N[C@H]1CN(CCC1)CC(F)(F)F (R)-6-Chloro-N-(1-(2,2,2-trifluoroethyl)piperidin-3-yl)pyridazin-3-amine